BrC=1N=C(C(=NC1)NC(=O)C1=NC(=CC=C1)OCC)NC1=C(C=CC=C1OC)OC N-(5-bromo-3-((2,6-dimethoxyphenyl)amino)pyrazin-2-yl)-6-ethoxypyridinecarboxamide